OC1(CCC(CC1)N1C(C(=CC2=C1N=C(N=C2)SC)N2CCN(C1=C(C=CC=C21)C)C(=O)OCC2=CC=CC=C2)=O)C benzyl 4-[8-(4-hydroxy-4-methyl-cyclohexyl)-2-methylsulfanyl-7-oxo-pyrido[2,3-d]pyrimidin-6-yl]-8-methyl-2,3-dihydroquinoxaline-1-carboxylate